1-((benzyloxy)carbonyl)-2-methylpiperidine-3-carboxylic acid C(C1=CC=CC=C1)OC(=O)N1C(C(CCC1)C(=O)O)C